tert-butyl (S)-2-((((9H-fluoren-9-yl)methoxy)carbonyl)amino)-3-(2-cyanobenzo[b]thiophen-6-yl)propanoate C1=CC=CC=2C3=CC=CC=C3C(C12)COC(=O)N[C@H](C(=O)OC(C)(C)C)CC=1C=CC2=C(SC(=C2)C#N)C1